1-(4-methylphenyl)-1,2-dihydro-(4H)-3,1-benzoxazine CC1=CC=C(C=C1)N1COCC2=C1C=CC=C2